isoindoline-2-carboxylate C1N(CC2=CC=CC=C12)C(=O)[O-]